2-chloro-3-[2-(dimethylamino)ethyl]-1H-indol-4-yl pentanoate C(CCCC)(=O)OC1=C2C(=C(NC2=CC=C1)Cl)CCN(C)C